p-dimethylaminocinnamyl-indanone CN(C1=CC=C(C=CCC2C(C3=CC=CC=C3C2)=O)C=C1)C